N1(CCOCC1)C1=CC=C(C=C1)NC1=NC2=C(C=CC=C2C=N1)C1=NC=CC(=C1)NC(C=C)=O N-(2-(2-((4-morpholinylphenyl)amino)quinazolin-8-yl)pyridin-4-yl)acrylamide